4-chlorobenzyl (4-((1-isopropyl-1H-pyrazole-5-carboxamido)meth-yl)phenyl)carbamate C(C)(C)N1N=CC=C1C(=O)NCC1=CC=C(C=C1)NC(OCC1=CC=C(C=C1)Cl)=O